3-(5-methyl-1,3-thiazol-2-yl)-5-[(3R)-tetrahydro-furan-3-yloxy]-N-{(1R)-1-[2-(trifluoromethyl)pyrimidin-5-yl]propyl}benzamide Disodium [Na].[Na].CC1=CN=C(S1)C=1C=C(C(=O)N[C@H](CC)C=2C=NC(=NC2)C(F)(F)F)C=C(C1)O[C@H]1COCC1